5-(3-Cyanofuran-2-yl)-N-(1-cyclopropyl-2,2,2-trifluoroethyl)-7-methylpyrazolo[1,5-a]Pyrimidine C(#N)C1=C(OC=C1)C1=NC=2N(C(=C1)C)N(CC2)C(C(F)(F)F)C2CC2